2-(3-bromophenyl)-N-(3-(diethylamino)propyl)benzo[d]imidazo[2,1-b]thiazole-7-carboxamide BrC=1C=C(C=CC1)C=1N=C2SC3=C(N2C1)C=CC(=C3)C(=O)NCCCN(CC)CC